C1(=CC=CC=2C3=CC=CC=C3CC12)COC(=O)NCCCC[C@H](NC(=O)OCC1=CC=CC=C1)C(=O)O N'-fluorenylmethyloxycarbonyl-N-benzyloxycarbonyl-L-lysine